FC1=C(CN2C[C@@H](N(C[C@H]2C)C2=CC(N(C=3C=CC(=NC23)C#N)C)=O)C)C=CC(=C1)OC(F)(F)F 8-((2s,5r)-4-(2-fluoro-4-(trifluoromethoxy)benzyl)-2,5-dimethylpiperazin-1-yl)-5-methyl-6-oxo-5,6-dihydro-1,5-naphthyridine-2-carbonitrile